2,3,4,5-tetrahydro-1,5-benzoxazepine O1CCCNC2=C1C=CC=C2